(1R*,3R*,4S*)-3-((N,N-dimethylsulfamoyl)amino)-4-fluoro-1-(4-fluoro-3-(5-fluoropyrimidin-2-yl)benzyl)-N-methoxy-N-methylcyclopentane-1-carboxamide CN(S(=O)(=O)N[C@@H]1C[C@](C[C@@H]1F)(C(=O)N(C)OC)CC1=CC(=C(C=C1)F)C1=NC=C(C=N1)F)C |o1:6,8,10|